o-methoxy-p-methylbenzaldehyde COC1=C(C=O)C=CC(=C1)C